C(C)(C)N1CCCC12CNCC2 1-isopropyl-1,7-diazaspiro[4.4]nonan